CC1C(C1)C(=O)NC1=CC=C(C=C1)CCC(=O)N 3-{[4-(2-methylcyclopropanecarboxamido)]phenyl}propanamide